1-(benzo[b]thiophen-6-yl)-N-((1R,2R)-1-(2,3-dihydrobenzo[b][1,4]dioxin-6-yl)-1-hydroxy-3-(pyrrolidin-1-yl)propan-2-yl)pyrrolidine-3-carboxamide S1C2=C(C=C1)C=CC(=C2)N2CC(CC2)C(=O)N[C@@H]([C@H](O)C2=CC1=C(OCCO1)C=C2)CN2CCCC2